N-(3-chloro-5-(ethylsulfanyl)phenyl)-5-methyl-4-(pyrimidin-2-yl)thiophene-2-carboxamide ClC=1C=C(C=C(C1)SCC)NC(=O)C=1SC(=C(C1)C1=NC=CC=N1)C